O[C@]12[C@H](CN(C1)C[C@H](O)C=1C=C3CCC(NC3=CC1)=O)C[C@H]([C@H]2O)OC2=CC=CC=C2 6-((R)-2-((3aR,4R,5R,6aS)-3a,4-dihydroxy-5-phenoxyhexahydrocyclopenta[c]pyrrol-2(1H)-yl)-1-hydroxyethyl)-3,4-dihydroquinolin-2(1H)-one